tert-butyl 8-aza-bicyclo[3.2.1]octan-3-ylcarbamate C12CC(CC(CC1)N2)NC(OC(C)(C)C)=O